(2S)-3-(6-bromo-1,3-benzoxazol-2-yl)-2-[(5-tert-butyl-2-cyclopropylpyrazol-3-yl)formamido]-N-(1-cyanocyclopropyl)propenamide BrC1=CC2=C(N=C(O2)C=C(C(=O)NC2(CC2)C#N)NC(=O)C=2N(N=C(C2)C(C)(C)C)C2CC2)C=C1